3-(((tert-butyldiphenylsilyl)oxy)methyl)-4-(2-chloro-9-ethyl-8-(pyridin-4-yl)-9H-purin-6-yl)morpholine [Si](C1=CC=CC=C1)(C1=CC=CC=C1)(C(C)(C)C)OCC1N(CCOC1)C1=C2N=C(N(C2=NC(=N1)Cl)CC)C1=CC=NC=C1